Racemic-N-(6-amino-5-cyclopropylpyridin-3-yl)-2-(2-(imidazo[1,5-a]pyridin-6-yl)-5-methyl-piperidin-1-yl)-2-oxoacetamide NC1=C(C=C(C=N1)NC(C(=O)N1C(CCC(C1)C)C=1C=CC=2N(C1)C=NC2)=O)C2CC2